ClC1=CC(=CC(=N1)N1CCN(CC1)S(=O)(=O)C1=CC=C(C=C1)N1C(OC(C1)CN1CC2(C1)CNC2)=O)C(F)(F)F 3-[4-[4-[6-Chloro-4-(trifluoromethyl)-2-pyridinyl]piperazin-1-yl]sulfonylphenyl]-5-(2,6-diazaspiro[3.3]heptane-2-ylmethyl)oxazolidin-2-one